ClC1=C2N=CN(C2=NC(=N1)F)C(CCO)CC 3-(6-Chloro-2-fluoro-9H-purin-9-yl)pentan-1-ol